FC1=C(O[C@H]2[C@@H]([C@H]([C@@H]([C@H](O2)C(=O)O)O)O)O)C(=CC(=C1)CC1(C(C=2CCC(OC2C2=C1C=CC=C2)(C)C)=O)O)F (2S,3S,4S,5R,6S)-6-(2,6-difluoro-4-((6-hydroxy-2,2-dimethyl-5-oxo-3,4,5,6-tetrahydro-2H-benzo[h]chromen-6-yl)methyl)phenoxy)-3,4,5-trihydroxytetrahydro-2H-pyran-2-carboxylic acid